2'-hydroxydihydrochalcone methyl-(3R)-3-amino-3-[[3-(4-chlorobenzoyl)-4,5-dimethylthiophen-2-yl]carbamoyl]propanoate COC(C[C@H](C(NC=1SC(=C(C1C(C1=CC=C(C=C1)Cl)=O)C)C)=O)N)=O.OC1=C(C(/C=C/C2CC=CC=C2)=O)C=CC=C1